Cl.CC1CCC(CC1)N 4-Methylcyclohexylamine hydrochloride